CNC(C)C=1C=C(C=CC1)O 3-(1-(methylamino)ethyl)phenol